ethyl 1-((5-(4-((4-(morpholinomethyl) phenyl) ethynyl) phenyl) isoxazol-3-yl) methyl)-1H-imidazole-2-carboxylate O1CCN(CC1)CC1=CC=C(C=C1)C#CC1=CC=C(C=C1)C1=CC(=NO1)CN1C(=NC=C1)C(=O)OCC